FC=1C=C(C=CC1)[C@H](CNC(C[C@@H]1CN(CC1)S(=O)(=O)C)(C)C)O (R)-1-(3-Fluorophenyl)-2-((2-methyl-1-((R)-1-(methylsulfonyl)-pyrrolidin-3-yl)propan-2-yl)amino)ethan-1-ol